CN(CCOC(=O)N[C@@H](CCC(=O)OCCCCCCCCCCCCCCCCCC)C(=O)OCCCCCCCCCCCCCCCCCC)C Dioctadecyl ((2-(dimethylamino)ethoxy)carbonyl)-L-glutamate